ClC1=NC=C(C=N1)Br chloro-5-bromopyrimidine